9-[1-(2,2-difluoroethyl)-1H-pyrazolo[3,4-b]pyrazin-6-yl]-2-[2-(trifluoromethyl)pyridin-4-yl]-2,9-diazaspiro[5.5]undecane FC(CN1N=CC=2C1=NC(=CN2)N2CCC1(CCCN(C1)C1=CC(=NC=C1)C(F)(F)F)CC2)F